1-[5-(5-chloro-2-methoxypyridin-4-yl)-1H-pyrazole-3-carbonyl]-N-(3,3-difluorocyclobutyl)piperidine-4-carboxamide ClC=1C(=CC(=NC1)OC)C1=CC(=NN1)C(=O)N1CCC(CC1)C(=O)NC1CC(C1)(F)F